4-[[2-(2-Chlorophenyl)acetyl]amino]-N-(4-cyanotetrahydropyran-4-yl)pyridin ClC1=C(C=CC=C1)CC(=O)NC1=CCN(C=C1)C1(CCOCC1)C#N